methyl 4-[3-hydroxy-5-(trifluoromethyl)pyridin-2-yl]-5-methylthiophene-2-carboxylate OC=1C(=NC=C(C1)C(F)(F)F)C=1C=C(SC1C)C(=O)OC